(S)-5-chloro-2-(4,4-difluoropiperidin-1-yl)-N-(2-(S-methylsulfonimidoyl)pyridin-4-yl)-4-(trifluoromethyl)benzamide ClC=1C(=CC(=C(C(=O)NC2=CC(=NC=C2)[S@](=O)(=N)C)C1)N1CCC(CC1)(F)F)C(F)(F)F